OC1=C(C(=NN1C1=NC=C(C=C1)S(=O)(=N)C)C)C1=CC=C(C#N)C=C1 4-(5-hydroxy-3-methyl-1-(5-(S-methylsulfonimidoyl)pyridin-2-yl)-1H-pyrazol-4-yl)benzonitrile